FC1=CC=C2C(NN=C(C2=C1)C1=CC2=C(NC(=N2)NC(OC(C)C)=O)C=C1)=O Isopropyl (5-(7-fluoro-4-oxo-3,4-dihydrophthalazin-1-yl)-1H-benzimidazol-2-yl)carbamate